ethyl 2-cyano-3-methoxyacrylate C(#N)C(C(=O)OCC)=COC